N,N-dimethylglycine HCl Cl.CN(CC(=O)O)C